C(C(C)C)C1=C(N=C(S1)NC1=C(C(=O)OC)C=C(C=N1)C=1SC=CC1)C1=CC(=CC=C1)OCCOC methyl 2-((5-isobutyl-4-(3-(2-methoxyethoxy)phenyl)thiazol-2-yl)amino)-5-(thiophen-2-yl)nicotinate